5-(2-fluoro-4-(N-methylpropanamidyl)phenyl)-N-(pyridin-3-ylmethyl)pyridineamide FC1=C(C=CC(=C1)N(C(CC)=O)C)C=1C=CC(=NC1)C(=O)NCC=1C=NC=CC1